FC1=CC=C(C=C1)C1=C(N=C(S1)C)C(=O)N1[C@@H](CCCC1)CNC(=O)C=1C=CC=C2C1C=CO2 N-[[(2S)-1-[[5-(4-fluorophenyl)-2-methyl-4-thiazolyl]carbonyl]-2-piperidinyl]methyl]-4-benzofurancarboxamide